(S)-1-(5-((2,4-difluoro-3-methoxyphenyl)thio)pyrazin-2-yl)-4'H,6'H-spiro[piperidine-4,5'-pyrrolo[1,2-b]pyrazol]-4'-amine FC1=C(C=CC(=C1OC)F)SC=1N=CC(=NC1)N1CCC2([C@@H](C=3N(N=CC3)C2)N)CC1